3-(4-Chloro-2,6-dimethylphenyl)-4-hydroxy-8-methoxy-1,8-diazaspiro[4.5]dec-3-en ClC1=CC(=C(C(=C1)C)C=1CNC2(C1O)CCN(CC2)OC)C